5-(2-fluorophenyl)-6-(3-fluoropyridin-4-yl)-3-iodo-1,2,4-triazine FC1=C(C=CC=C1)C=1N=C(N=NC1C1=C(C=NC=C1)F)I